3-[(3-chloro-2-methoxyphenyl)amino]-2-{3-[(2S)-morpholin-2-ylmethoxy]pyridin-4-yl}-1H,5H,6H,7H-pyrrolo[3,2-c]pyridin-4-one ClC=1C(=C(C=CC1)NC1=C(NC2=C1C(NCC2)=O)C2=C(C=NC=C2)OC[C@@H]2CNCCO2)OC